cis-2-chloro-1,1,1,4,4,4-hexafluorobutene ClC(C(F)(F)F)=CC(F)(F)F